BrC1=C(C=CC(=C1)Br)C=1N=C(SC1)N 4-(2,4-dibromophenyl)-2-aminothiazole